NC1=C(C(=NC=2N1N=C(C2CC(C)C)C)SC)C#N 7-amino-3-isobutyl-2-methyl-5-(methylthio)pyrazolo[1,5-a]pyrimidine-6-carbonitrile